CC1NCCC1.[K] potassium 2-methylpyrrolidine